N-(8-fluoro-2-methyl-imidazo[1,2-a]pyridin-6-yl)-5-(1-methyl-3,6-dihydro-2H-pyridin-4-yl)furo[3,2-b]pyridine-2-carboxamide FC=1C=2N(C=C(C1)NC(=O)C1=CC3=NC(=CC=C3O1)C=1CCN(CC1)C)C=C(N2)C